ClC1=C(C=C(C(=C1)F)F)[C@H]([C@H](C)C=1N(C(C(=C(N1)C(=O)NC=1C=NOC1)O)=O)C)C=1C=NN(C1)C 2-((1r,2s)-1-(2-chloro-4,5-difluorophenyl)-1-(1-methyl-1H-pyrazol-4-yl)propan-2-yl)-5-hydroxy-N-(isoxazol-4-yl)-1-methyl-6-oxo-1,6-dihydropyrimidine-4-carboxamide